C12COCC(CC1)N2CC#N 2-(3-oxa-8-azabicyclo[3.2.1]oct-8-yl)acetonitrile